N-(2-(((2-Chloro-5-(trifluoromethyl)pyridine-4-yl)amino)methyl)phenyl)-N-methylmethanesulfonamide ClC1=NC=C(C(=C1)NCC1=C(C=CC=C1)N(S(=O)(=O)C)C)C(F)(F)F